C(C)(C)(C)OC(=O)N(C1=C(N=CC(=N1)C1CN(C1)C(=O)OC(C)(C)C)OC)C(=O)OC(C)(C)C tert-butyl 3-{6-[bis(tert-butoxycarbonyl)amino]-5-methoxypyrazin-2-yl}azetidine-1-carboxylate